tert-butyl (2R,4S)-2-(2-aminoethyl)-4-fluoropyrrolidine-1-carboxylate NCC[C@H]1N(C[C@H](C1)F)C(=O)OC(C)(C)C